NC([C@H](C[C@H]1C(NCC1)=O)NC(OC(C)(C)C)=O)=O tert-butyl N-[(1S)-2-amino-2-oxo-1-[[(3S)-2-oxopyrrolidin-3-yl]methyl]ethyl]carbamate